N-(4-((4-(2-(2,4-dioxotetrahydropyrimidin-1(2H)-yl)benzyl)piperazin-1-yl)methyl)-3-(trifluoromethyl)phenyl)-3-(imidazo[1,2-b]pyridazin-3-ylethynyl)-4-methylbenzamide O=C1N(CCC(N1)=O)C1=C(CN2CCN(CC2)CC2=C(C=C(C=C2)NC(C2=CC(=C(C=C2)C)C#CC2=CN=C3N2N=CC=C3)=O)C(F)(F)F)C=CC=C1